C(=C)OC1=NC(=NC(=N1)OC=C)OC=C 2,4,6-trivinyloxy-1,3,5-triazine